oxo-zinc O=[Zn]